C12(CC3CC(CC(C1)C3)C2)C(C(=O)N)OC2=NC(=NC(=C2)C)OCC=C (ADAMANTAN-1-YL)-2-((2-(ALLYLOXY)-6-METHYLPYRIMIDIN-4-YL)OXY)ACETAMIDE